[Ni].[Ni] Nickel-nickel